C(=O)(O)C1=C(C(=C(C=C1)C(=O)O)[S-])[S-] 1,4-dicarboxylbenzene-2,3-dithiolate